O1C(CCC1)C1=C(C=CC=C1)CS(=O)(=O)Cl (2-(tetrahydrofuran-2-yl)phenyl)methylsulfonyl chloride